trimethyl-[2-[[5-(4,4,5,5-tetramethyl-1,3,2-dioxaborolan-2-yl)benzimidazol-1-yl]methoxy]ethyl]silane C[Si](CCOCN1C=NC2=C1C=CC(=C2)B2OC(C(O2)(C)C)(C)C)(C)C